P(=O)(O)(O)OC[C@H]([C@H]([C@@H](C(CO)=O)O)O)O D-6-phosphofructose